Bromochlorid BrCl